(2-((7-Bromo-6-chloro-8-fluoro-3-nitroquinolin-4-yl)amino)ethyl)carbamate BrC1=C(C=C2C(=C(C=NC2=C1F)[N+](=O)[O-])NCCNC([O-])=O)Cl